C(CCCCCCCCCCCCCCCCCCC)(=O)OCC(OC(CCCCCCCCCCCCCCCCCC)=O)COP(=O)(O)OC[C@H](N)C(=O)O 1-eicosanoyl-2-nonadecanoyl-glycero-3-phosphoserine